C(#N)C=1C=CC(=C2C=CC=NC12)N1C[C@]2(C[C@]2(C1)C(F)(F)F)C(=O)NC1CC(C1)N1CCOCC1 |o1:14,16| (1R,5S) or (1S,5R)-3-(8-cyanoquinolin-5-yl)-N-((1R,3R)-3-morpholinocyclobutyl)-5-(triFluoromethyl)-3-azabicyclo[3.1.0]hexane-1-carboxamide